C12CN(CC2C1)C1=C(C=C(C=C1F)CN1N=CC(=C1)C(=O)O)F 1-[(4-{3-azabicyclo[3.1.0]hex-3-yl}-3,5-difluorophenyl)methyl]-1H-pyrazole-4-carboxylic acid